({5-chloroimidazo[1,5-a]pyridin-7-yl}methyl)(methyl)[(1R)-1-phenylethyl]amine ClC1=CC(=CC=2N1C=NC2)CN([C@H](C)C2=CC=CC=C2)C